7-(2,2-difluoroethoxy)imidazo[1,2-a]pyridine FC(COC1=CC=2N(C=C1)C=CN2)F